5-(4-(2-(5-(1-hydroxyethyl)pyridine-2-yl)ethoxy)benzyl)thiazolidine-2,4-dione OC(C)C=1C=CC(=NC1)CCOC1=CC=C(CC2C(NC(S2)=O)=O)C=C1